3-(5-bromopentyl)-1,4,2-dioxazol-5-one BrCCCCCC1=NOC(O1)=O